[Pb].[B].[Na].[Ba] barium-sodium-boron lead